CN1N=C(C=C1)C1=CC=C(C=C1)CNC1=NN2C(NC(=CC2=O)C(F)(F)F)=N1 2-[[4-(1-methylpyrazol-3-yl)-phenyl]methylamino]-5-(trifluoromethyl)-4H-[1,2,4]-triazolo[1,5-a]pyrimidin-7-one